(R)-3-((3,5-dichlorobenzyl)amino)-6-fluoro-5-(1-(2-fluorophenyl)ethyl)-4H-benzo[e][1,2,4]thiadiazine 1,1-dioxide ClC=1C=C(CNC2=NS(C3=C(N2)C(=C(C=C3)F)[C@H](C)C3=C(C=CC=C3)F)(=O)=O)C=C(C1)Cl